The molecule is a piperazine-2-carboxylic acid having (S)-configuration. It is a conjugate acid of a (S)-piperazine-2-carboxylate. It is an enantiomer of a (R)-piperazine-2-carboxylic acid. It is a tautomer of a (S)-piperazine-2-carboxylic acid zwitterion. C1CN[C@@H](CN1)C(=O)O